ClC=1C(=NC(=NC1)N1N=C(C=C1C)C)NC1=CC2=C(N(C(N2)=O)C)C=C1 5-((5-Chloro-2-(3,5-dimethyl-1H-pyrazol-1-yl)pyrimidin-4-yl)amino)-1-methyl-1,3-dihydro-2H-benzo[d]imidazol-2-on